Tert-butyl (R)-4-(4-(2-((5-chloro-2-methoxyphenyl)(1H-indole-2-yl)methyl)-3-oxoisoindole-5-yl)phenyl)piperazine-1-carboxylate ClC=1C=CC(=C(C1)[C@@H](N1CC2=CC=C(C=C2C1=O)C1=CC=C(C=C1)N1CCN(CC1)C(=O)OC(C)(C)C)C=1NC2=CC=CC=C2C1)OC